6-(2,2-Diethoxyethoxy)-7-fluoro-4-methylpyrido[2,3-b]pyrazin-3(4H)-one C(C)OC(COC=1C(=CC2=C(N(C(C=N2)=O)C)N1)F)OCC